5-(benzoyloxy)-4-(naphthalen-2-yl)-1-phenyl-3-(trifluoromethyl)-4,5-dihydro-1H-pyrazolo[4,3-f][1,4]oxazepin C(C1=CC=CC=C1)(=O)ON1C=COC2=C(C1C1=CC3=CC=CC=C3C=C1)C(=NN2C2=CC=CC=C2)C(F)(F)F